Tert-butyl (4-((3-((tert-butyldimethylsilyl)oxy)propyl)amino)butyl)carbamate [Si](C)(C)(C(C)(C)C)OCCCNCCCCNC(OC(C)(C)C)=O